N-(1-(2-hydroxyethyl)-2-(2-(2,2,2-trifluoroethylamino)pyrimidin-4-yl)-1H-pyrrolo[3,2-c]pyridin-6-yl)-1-methyl-1H-pyrazole-4-carboxamide OCCN1C(=CC=2C=NC(=CC21)NC(=O)C=2C=NN(C2)C)C2=NC(=NC=C2)NCC(F)(F)F